NC=1SC=C(N1)CN(C(C1=CC=C(C=C1)C1=NC(=CN=C1)C(F)(F)F)=O)C N-((2-aminothiazol-4-yl)methyl)-N-methyl-4-(6-(trifluoromethyl)pyrazin-2-yl)benzamide